2-Amino-4-methoxy-6-methyl-1,3,5-triazine NC1=NC(=NC(=N1)OC)C